C(C1=CC=CC=C1)N1C(=CC2=CC=CC=C12)[Si](C)(C)CC 1-benzyl-2-(ethyldimethylsilyl)-1H-indole